ethyl 2-amino-2-(6-chloropyridazin-3-yl)acetate NC(C(=O)OCC)C=1N=NC(=CC1)Cl